3-(tert-butyl)-N-((R)-1-(4-(6-((5-((S)-2-isopropylpiperazin-1-yl)pyridin-2-yl)amino)pyrimidin-4-yl)-2-methylphenyl)ethyl)-1,2,4-oxadiazole-5-carboxamide C(C)(C)(C)C1=NOC(=N1)C(=O)N[C@H](C)C1=C(C=C(C=C1)C1=NC=NC(=C1)NC1=NC=C(C=C1)N1[C@H](CNCC1)C(C)C)C